tert-butyl N-[(5-{2-[(2S,4R)-2-{[(S)-(4-cyclopropyl-3-fluorophenyl)(phenyl) methyl]carbamoyl}-4-fluoropyrrolidin-1-yl]-2-oxoethyl}-1,3,4-oxadiazol-2-yl)methyl]carbamate C1(CC1)C1=C(C=C(C=C1)[C@H](C1=CC=CC=C1)NC(=O)[C@H]1N(C[C@@H](C1)F)C(CC1=NN=C(O1)CNC(OC(C)(C)C)=O)=O)F